S1C2=C(C=C1C(=O)OC(=P(=O)N[C@H](C(OCCC)=O)C)OC1=C(C=CC=C1C)C)C=CC=C2 ((2,6-dimethylphenoxy) (((S)-1-oxo-1-propoxyprop-2-ylamino) phosphoryl) methyl) benzo[b]thiophene-2-carboxylate